(Racemic)-N-((2-(6-(7,7-difluoro-3-azabicyclo[4.1.0]heptan-3-yl)pyridin-2-yl)-1,6-naphthyridin-7-yl)methyl)-5-(methylsulfonyl)nicotinamide FC1(C2CCN(CC12)C1=CC=CC(=N1)C1=NC2=CC(=NC=C2C=C1)CNC(C1=CN=CC(=C1)S(=O)(=O)C)=O)F